3,10-Dimethoxy-13-methyl-5,6,7,8,13,13a-hexahydro-isoquinolino[2,1-b]isoquinolin-9-yl benzenesulfonate C1(=CC=CC=C1)S(=O)(=O)OC1=C(C=CC=2C(C3N(CC12)CCC=1C=C(C=CC13)OC)C)OC